COCC(CC(=O)O)[C@@H](C)[C@H]1CC[C@H]2[C@@H]3CCC4CCCC[C@]4(C)[C@H]3CC[C@]12C 22-methoxymethyl-cholanic acid